[NH+]1=CC=CC=C1.[PH4+] phosphonium pyridinium salt